O1CCC(=CC1)C=1C=2N(C(=NC1)NCC1=C(C=CC3=C1CCO3)F)C=C(N2)C(=O)OCC ethyl 8-(3,6-dihydro-2H-pyran-4-yl)-5-(((5-fluoro-2,3-dihydrobenzofuran-4-yl)methyl)amino)imidazo[1,2-c]pyrimidine-2-carboxylate